tert-butyl {4-[3-(tert-butylcarbamoyl)phenoxy]-2-fluorophenyl}carbamate C(C)(C)(C)NC(=O)C=1C=C(OC2=CC(=C(C=C2)NC(OC(C)(C)C)=O)F)C=CC1